CCCCCCC(CCC)C#N Decane-7-carbonitrile